(R) or (S)-tert-butanesulfinamide C(C)(C)(C)[S@@](=O)N |o1:4|